O=S1(C[C@H](CC1)N1C(=NC2=C3CC[C@@H](N(C3=CC=C21)C(=O)OC)C)[C@@H](CN2N=CC(=C2)C)C)=O methyl (S)-3-((S)-1,1-dioxidotetrahydrothiophen-3-yl)-7-methyl-2-((R)-1-(4-methyl-1H-pyrazol-1-yl)propan-2-yl)-3,7,8,9-tetrahydro-6H-imidazo[4,5-f]quinoline-6-carboxylate